CC1=CC=CC(=N1)C1=NN2C(C(=N1)NC1=NC(=NC=C1)NC1=CC=C(C=C1)C(=O)N1CCNCC1)=CC=C2 [4-[[4-[[2-(6-methyl-2-pyridyl)pyrrolo[2,1-f][1,2,4]triazin-4-yl]amino]pyrimidin-2-yl]amino]phenyl]-piperazin-1-yl-methanone